2,2-difluoropropane FC(C)(C)F